C1(CCCC1)N(C(=O)OCC1=C(N=CN1C)C1=CC=C(O[C@@H]2C[C@H](CCC2)C(=O)OC(C)C)C=C1)C |r| (+/-)-isopropyl (1S,3S)-3-(4-(5-(((cyclopentyl(methyl)carbamoyl)oxy) methyl)-1-methyl-1H-imidazol-4-yl)phenoxy)cyclohexane-1-carboxylate